(S)-3-(trifluoromethyl)-6a,7,9,10-tetrahydropyrazino[1,2-d]pyrido[3,2-b][1,4]oxazin-8(6H)-carboxylic acid tert-butyl ester C(C)(C)(C)OC(=O)N1C[C@@H]2N(C3=C(OC2)C=C(C=N3)C(F)(F)F)CC1